C1(=CC(=CC=C1)CP(C1CCCC1)C1CCCC1)CP(C1CCCC1)C1CCCC1 [1,3-phenylenebis(methylene)]bis(dicyclopentylphosphine)